1,4-dihydroxyl-2-methoxybenzene OC1=C(C=C(C=C1)O)OC